OC1=C(C(=CC2=NC3=C(C(=C(C=C3N=C12)O)O)O)O)O 1,2,3,6,7,8-hexahydroxyphenazine